N1(CCC1)C1CCN(CC1)C(=O)OC1=CC=C2C(=CC=NC2=C1)NC1=C(N=NC(=C1)C1=C(C=CC(=C1)Cl)F)C 4-{[6-(5-Chloro-2-Fluorophenyl)-3-Methylpyridazin-4-yl]Amino}Quinolin-7-yl 4-(Azetidin-1-yl)Piperidin-1-Carboxylat